4-(5-chloro-2-methoxyphenyl)-6-methyl-N-(6-(3-methylimidazo[1,2-a]pyridin-7-yl)thiazolo[4,5-b]pyrazin-2-yl)nicotinamide ClC=1C=CC(=C(C1)C1=CC(=NC=C1C(=O)NC=1SC=2C(=NC=C(N2)C2=CC=3N(C=C2)C(=CN3)C)N1)C)OC